5-fluoro-N-[3-fluoro-2-([[3-methyl-1-(oxan-2-yl)pyrazolo[3,4-b]pyridin-5-yl]oxy]methyl)pyridin-4-yl]-2-methoxypyridine-3-sulfonamide FC=1C=C(C(=NC1)OC)S(=O)(=O)NC1=C(C(=NC=C1)COC=1C=C2C(=NC1)N(N=C2C)C2OCCCC2)F